(E)-7-(2-(1-(2-ethoxyvinyl)isoquinolin-6-yl)-5-(4-fluorophenyl)oxazol-4-yl)-1,7-naphthyridin-8(7H)-one C(C)O/C=C/C1=NC=CC2=CC(=CC=C12)C=1OC(=C(N1)N1C=CC=2C=CC=NC2C1=O)C1=CC=C(C=C1)F